di-sodium oleamide C(CCCCCCC\C=C/CCCCCCCC)(=O)N.[Na].[Na]